oxaheptadeca-10-en-2-one OC(CCCCCCCC=CCCCCCC)=O